4-[4-[rac-(1R)-3-(1-piperidyl)-1-[[rac-(6S)-6-tert-butyl-5,6,7,8-tetrahydrothieno[2,3-b]quinoline-2-carbonyl]amino]propyl] phenyl]thiophene-2-carboxylate N1(CCCCC1)CC[C@@H](NC(=O)C1=CC=2C(=NC=3CC[C@@H](CC3C2)C(C)(C)C)S1)C1=CC=C(C=C1)C=1C=C(SC1)C(=O)[O-] |r|